4-((3,5-dimethylisoxazol-4-yl)methyl)-6-(1H-pyrazol-5-yl)thieno[3,2-d]Pyrimidine-2,4-diamine CC1=NOC(=C1CC1(C2=C(N=C(N1)N)C=C(S2)C2=CC=NN2)N)C